O[C@H]1CN(C[C@@H]1COS(=O)(=O)C1=CC=C(C)C=C1)C(=O)OC(C)(C)C (3R,4R)-tert-butyl 3-hydroxy-4-((tosyloxy)methyl)pyrrolidine-1-carboxylate